(3R,6S,9aS)-1-((E)-3-(benzo[d]oxazol-2-yl)acryloyl)-3,6-diisobutyl-8-(1-methylpiperidin-4-yl)tetrahydropyrazino[2,1-c][1,2,4]oxadiazine-4,7(3H,6H)-dione O1C(=NC2=C1C=CC=C2)/C=C/C(=O)N2O[C@@H](C(N1[C@@H]2CN(C([C@@H]1CC(C)C)=O)C1CCN(CC1)C)=O)CC(C)C